COC(CCSC=1N=C(C2=C(N1)C=CS2)NC2=CC=C(C1=CC=CC=C21)C2CC2)=O 3-((4-((4-Cyclopropylnaphthalen-1-yl)amino)thieno[3,2-d]Pyrimidin-2-yl)thio)propanoic acid methyl ester